2-(4-(7-(methoxymethyl)-1-methyl-2,3-dioxo-2,3-dihydropyrido[2,3-b]pyrazin-4(1H)-yl)piperidin-1-yl)pyrimidine-5-carbonitrile COCC1=CC2=C(N(C(C(N2C)=O)=O)C2CCN(CC2)C2=NC=C(C=N2)C#N)N=C1